OP(=O)([O-])[O] The molecule is an inorganic radical anion, a phosphate ion and a monovalent inorganic anion. It is a conjugate acid of a tetraoxidophosphate(.2-).